CN(C=CC(=O)C1=C(C(=CC(=C1)C(C)NC1(CCC1)C)C)O)C 3-(Dimethylamino)-1-(2-hydroxyl-3-methyl-5-(1-((1-methylcyclobutyl)amino)ethyl)phenyl)prop-2-en-1-one